6-butyl-3-[4-(2-chlorophenyl)piperidine-1-carbonyl]-5-(2,6-dimethoxyphenyl)pyridine-2,4-diol C(CCC)C1=C(C(=C(C(=N1)O)C(=O)N1CCC(CC1)C1=C(C=CC=C1)Cl)O)C1=C(C=CC=C1OC)OC